tert-butyl (2,2-difluoro-2-(6-((6-methyl-5-(7-(methylamino)-1,6-naphthyridin-3-yl)pyridin-3-yl)carbamoyl)pyridin-2-yl)ethyl)(methyl)carbamate FC(CN(C(OC(C)(C)C)=O)C)(C1=NC(=CC=C1)C(NC=1C=NC(=C(C1)C=1C=NC2=CC(=NC=C2C1)NC)C)=O)F